2-((3-cyclopropylisoxazol-5-yl)methyl)-6-(2-(2,2,2-trifluoroethoxy)pyrimidin-5-yl)pyridazin-3(2H)-one C1(CC1)C1=NOC(=C1)CN1N=C(C=CC1=O)C=1C=NC(=NC1)OCC(F)(F)F